N1(CCCCC1)CC=1C=C(C(=O)N)C=CC1 3-(piperidin-1-ylmethyl)benzamide